3-[(5R)-5-isopropyl-1-cyclohexen-1-yl]-2-methyl-1-propanol C(C)(C)[C@@H]1CCC=C(C1)CC(CO)C